FC1=CC(=C(C=C1C1=CC=NN1)O)C1=NC=C(N=C1)N(C)[C@H]1[C@H]([C@@]2(CC[C@](C1)(N2)C)C)F 4-fluoro-2-(5-{[(1S,2R,3R,5R)-2-fluoro-1,5-dimethyl-8-azabicyclo[3.2.1]octan-3-yl](methyl)amino}pyrazin-2-yl)-5-(1H-pyrazol-5-yl)phenol